4-[[2-(5-Chloro-2-hydroxy-phenyl)acetyl]amino]-N-[3-(methanesulfonamido)-1,1-dimethyl-propyl]pyridine-2-carboxamide ClC=1C=CC(=C(C1)CC(=O)NC1=CC(=NC=C1)C(=O)NC(CCNS(=O)(=O)C)(C)C)O